CC1=CC=C(C(=O)C2=C(C(=O)O)C=CC=C2)C=C1 2-(4'-methylbenzoyl)benzoic acid